CC(C(=O)N1C[C@H](N(CC1)C(NC1=NC(N(C=C1)C1=CC=C(C=C1)CC=O)=O)=O)C)(C)NC(OC(C)(C)C)=O (R)-tert-butyl (2-methyl-1-(3-methyl-4-((2-oxo-1-(4-(2-oxoethyl)phenyl)-1,2-dihydropyrimidin-4-yl)carbamoyl)piperazin-1-yl)-1-oxopropan-2-yl)carbamate